N-(2-hydroxyethyl)-N-methylaminopropyltrimethoxysilane OCCN(C)CCC[Si](OC)(OC)OC